5-(tert-butoxycarbonylamino)pentyl dodecanoate C(CCCCCCCCCCC)(=O)OCCCCCNC(=O)OC(C)(C)C